methyl 4-(5-chlorofuran-2-yl)-3-(4-chlorophenyl)-1-(2,4-difluorophenyl)-5-methyl-4,5-dihydro-1H-pyrazole-5-carboxylate ClC1=CC=C(O1)C1C(=NN(C1(C(=O)OC)C)C1=C(C=C(C=C1)F)F)C1=CC=C(C=C1)Cl